CC1(C2=CC=CC=C2C=2C=CC(=CC12)C1=CC=C(C=C1)N(C1=CC=2C(C3=CC=CC=C3C2C=C1)(C1=CC=CC=C1)C1=CC=CC=C1)C1=CC=C(C=C1)C1=CC=2C=CC3=CC=CC=C3C2C=C1)C N-(4-(9,9-dimethyl-9H-fluoren-2-yl)phenyl)-N-(4-(phenanthren-2-yl)phenyl)-9,9-diphenyl-9H-fluoren-2-amine